CC(C)(OC(NCCOCCOCCOCCOCCOC=1C=C(C=CC1)C(C(=O)ON1C(CCC1=O)=O)C1=CC=CC=C1)=O)C 2,5-dioxopyrrolidin-1-yl 2-(3-((2,2-dimethyl-4-oxo-3,8,11,14,17-pentaoxa-5-azanonadecan-19-yl)oxy)phenyl)-2-phenylacetate